Cl.O1CCNCC(C1)NS(=O)(=O)CC N-(1,4-oxazepan-6-yl)ethanesulfonamide hydrochloride